2-cyanoethyltrifluorosilane C(#N)CC[Si](F)(F)F